COC1=C(C(=CC(=C1)CCCCC)OC)C1=C2CC(N(C2=CC=C1)C)=O 4-(2,6-Dimethoxy-4-pentylphenyl)-1-methylindolin-2-one